mesityl-phloroglucinol C1(=C(C(=CC(=C1)C)C)C1=C(O)C=C(C=C1O)O)C